[2H]C1(CN(CCOC1)C(=O)C1=CC2=C(C=N1)C(=NN2CC(F)(F)F)NC2=NC=CC=C2)[2H] (6,6-dideuterio-1,4-oxazepan-4-yl)-[3-(2-pyridylamino)-1-(2,2,2-trifluoroethyl)pyrazolo[4,3-c]pyridin-6-yl]methanone